Aminobenzeneboronic Acid NC1=C(C=CC=C1)B(O)O